3-AMINOHEPTANOIC ACID NC(CC(=O)O)CCCC